OC1=CC=C(C=C1)C(=O)C1=CC=C(C=C1)O bis(4-hydroxyphenyl) ketone